N[C@@H](CC(=O)OCC)C1=C(C=CC(=C1)Br)F ethyl (3S)-3-amino-3-(5-bromo-2-fluorophenyl)propanoate